FC(C=1C=C(C=C(C1)C(F)(F)F)NC(=O)N[C@@H]1CN(C[C@H]1C1=CC=C(C=C1)F)C(=O)OC(C)(C)C)(F)F tert-butyl (3S,4R)-3-({[3,5-bis(trifluoromethyl)phenyl]carbamoyl}amino)-4-(4-fluorophenyl)pyrrolidine-1-carboxylate